C1(CC1)COC1=C(C=C(C=C1)S(=O)(=O)CC)C1=CN(C(C2=CC=CC=C12)=O)C 4-[2-(cyclopropylmethoxy)-5-ethylsulfonylphenyl]-2-methylisoquinolin-1-one